1-bromo-4-(4-fluorophenoxy)benzene BrC1=CC=C(C=C1)OC1=CC=C(C=C1)F